FC(C(=O)N)(C1=CC(=CC=C1)N1CCN(CC1)C)F difluoro-2-(3-(4-methylpiperazin-1-yl)phenyl)acetamide